N-(5-Fluoropyridin-2-yl)-2-{6-[(2S)-1-methoxyprop-2-yl]-2-(6-methylpyridin-3-yl)-5,8-dioxo-5,6,7,8-tetrahydro-4H-pyrazolo[1,5-a]pyrrolo[3,4-d]pyrimidin-4-yl}acetamide FC=1C=CC(=NC1)NC(CN1C=2N(C(C3=C1C(N(C3)[C@H](COC)C)=O)=O)N=C(C2)C=2C=NC(=CC2)C)=O